N-propyl-4,5-dihydroisoxazole-5-carboxamide C(CC)NC(=O)C1CC=NO1